D-(-)-Tartrate C(=O)([O-])[C@@H](O)[C@H](O)C(=O)[O-]